2-methyl-1-propanesulfonic acid sodium salt [Na+].CC(CS(=O)(=O)[O-])C